(E)-1-(3-methylphenyl)-2-heptanEn-1-one CC=1C=C(C=CC1)C(\C=C\CCCC)=O